2,2,5,7-tetramethyl-6-chromanol CC1(OC2=CC(=C(C(=C2CC1)C)O)C)C